[O-2].[V+5].[Cu+2] copper-vanadium oxide